COC(=O)C12OC(C(CC1)CC2)COS(=O)(=O)C2=CC=C(C)C=C2 ((tosyloxy)methyl)-2-oxabicyclo[2.2.2]octane-1-carboxylic acid methyl ester